tert-Butyl 4-(4-(2-aminoethyl)-2-(difluoromethoxy)phenyl)piperazine-1-carboxylate NCCC1=CC(=C(C=C1)N1CCN(CC1)C(=O)OC(C)(C)C)OC(F)F